C(=O)(O)CN(CCCS(=O)(=O)[O-])CCCCCCCCCCCC.[Na+].[Na+].C(=O)(O)CN(CCCCCCCCCCCC)CCCS(=O)(=O)[O-] di-sodium 3-(N-carboxymethyldodecylamino)propane-1-sulfonate